N-((3aR,5s,6aS)-2-(5-(3-cyano-6-ethoxypyrazolo[1,5-a]pyridin-4-yl)pyridin-2-yl)-5-methyloctahydrocyclopenta[c]pyrrol-5-yl)-3-(trifluoromethyl)picolinamide C(#N)C=1C=NN2C1C(=CC(=C2)OCC)C=2C=CC(=NC2)N2C[C@@H]1[C@H](C2)CC(C1)(C)NC(C1=NC=CC=C1C(F)(F)F)=O